C(OC1=CC=C(C=C1)C(C1=CC=CC=C1)(C1=CC=CC=C1)C1=CC=CC=C1)(OC1=CC=C(C=C1)C(C1=CC=CC=C1)(C1=CC=CC=C1)C1=CC=CC=C1)=O di-(4-tritylphenyl) carbonate